butyl 4-(5-bromo-1-oxoisoindolin-2-yl)piperidine-1-carboxylate BrC=1C=C2CN(C(C2=CC1)=O)C1CCN(CC1)C(=O)OCCCC